N1[C@H](CC2=CC=CC=C12)C(=O)O |r| racemic-indoline-2-formic acid